N[C@H]1CN(CC1)C1=NC(=NC2=CC(=CC=C12)NC(C=C)=O)OCC(F)(F)F (R)-N-(4-(3-aminopyrrolidin-1-yl)-2-(2,2,2-trifluoroethoxy)quinazolin-7-yl)acrylamide